4-(3-(4-Isopropylphenyl)-5-(quinoxalin-6-yl)-4,5-dihydro-1H-pyrazol-1-yl)-4-oxobutanoic acid C(C)(C)C1=CC=C(C=C1)C1=NN(C(C1)C=1C=C2N=CC=NC2=CC1)C(CCC(=O)O)=O